O1CCN(CC1)C1=CC=C(C=N1)NC(=O)C1=NNC2=CC=CC=C12 N-(6-morpholinopyridine-3-yl)-1H-indazole-3-carboxamide